ClC1=CC=C(C=C1)C1=C(C(=NC=C1)C1CCC(CC1)(F)F)N 4-(4-chlorophenyl)-2-(4,4-difluorocyclohexyl)pyridin-3-amine